N1N=CN=C1C1=CC=C(C=C1)N1C=CC=2C1=NC=C(C2)C(=O)N2CCC(CC2)(F)F (1-(4-(1H-1,2,4-triazol-5-yl)phenyl)-1H-pyrrolo[2,3-b]pyridin-5-yl)(4,4-difluoropiperidin-1-yl)methanone